triformylbenzeneethanol C(=O)C1=C(C(=C(C=C1)CCO)C=O)C=O